N=1C=CN2C1C=C(C=C2)CC2=C(C(=O)N)C=CC=C2 (Imidazo[1,2-a]pyridin-7-ylmethyl)benzamide